6-(3-isopropyl-5-(piperidin-4-yl)-1H-indol-2-yl)imidazo[1,5-a]pyridine C(C)(C)C1=C(NC2=CC=C(C=C12)C1CCNCC1)C=1C=CC=2N(C1)C=NC2